N-(2-(1-naphthyl)acetyl)-L-lysine C1(=CC=CC2=CC=CC=C12)CC(=O)N[C@@H](CCCCN)C(=O)O